5-(benzyloxy)-6-chloropyridine-formaldehyde C(C1=CC=CC=C1)OC=1C=CC(=NC1Cl)C=O